bis(diethylamino)xanthylium chloride [Cl-].C(C)N(CC)C1=C(C2=CC3=CC=CC=C3[O+]=C2C=C1)N(CC)CC